C(#N)C=1C(=NC(=NC1)SC)NCC12CC3C(C(CC(C1)C3)C2)NC(OC(C)(C)C)=O tert-butyl N-[5-({[5-cyano-2-(methylsulfanyl)pyrimidin-4-yl]amino}methyl)adamantan-2-yl]carbamate